BrC1=NC=CC(=C1)N1C(C2=C(NC=3N=NC(=CC32)C3=C(C=CC=C3)O)CC1)C 2-(6-(2-bromopyridin-4-yl)-5-methyl-6,7,8,9-tetrahydro-5H-pyrido[3',4':4,5]pyrrolo[2,3-c]pyridazin-3-yl)phenol